(S)-2-((fluorenylmethoxycarbonyl)amino)-3-(4-(4-(tetrahydrofuran-3-yl)-2-oxopiperazin-1-yl)phenyl)propanoic acid C1(=CC=CC=2C3=CC=CC=C3CC12)COC(=O)N[C@H](C(=O)O)CC1=CC=C(C=C1)N1C(CN(CC1)C1COCC1)=O